(±)-5-benzyl-N-(1-methyl-7-(methylthio)-2-carbonyl-1,2,3,4-tetrahydro-[1,4]diazepino[3,2,1-hi]indol-3-yl)-4H-1,2,4-triazole-3-carboxamide C(C1=CC=CC=C1)C=1NC(=NN1)C(=O)N[C@H]1C(N(C=2C=CC=C3C(=CN(C23)C1)SC)C)=C=O |r|